N-(3-(2-(difluoromethoxy)-5-(phenylsulfonyl)phenyl)-1-methyl-1H-pyrazol-4-yl)pyrazolo[1,5-a]pyrimidine-3-carboxamide FC(OC1=C(C=C(C=C1)S(=O)(=O)C1=CC=CC=C1)C1=NN(C=C1NC(=O)C=1C=NN2C1N=CC=C2)C)F